4-(1,1-difluoropropyl)-N-hydroxybenzimidamide FC(CC)(F)C1=CC=C(C(NO)=N)C=C1